[N+](=O)([O-])C1=CC=C(C=C1)S(=O)(=O)N1CCC=2C1=CN=CC2C2=CC=C(C#N)C=C2 4-{1-[(4-nitrophenyl)sulfonyl]-2,3-dihydro-1H-pyrrolo[2,3-c]pyridin-4-yl}benzonitrile